2H-benzo[g]indazole-4,5-dione N=1NC=C2C(C(C3=C(C12)C=CC=C3)=O)=O